C(C1=CC=CC=C1)OCCOCCOCCOCCOCCOCCN(C1=CC=C(C(=O)OCC)C=C1)C ethyl 4-[2-[2-[2-[2-[2-(2-benzyloxyethoxy)ethoxy]ethoxy]ethoxy]ethoxy]ethyl-methyl-amino]benzoate